S1C=NC2=C1C(=CC=C2)C2=CC=C(C=C2)[C@H](CO)NC(=O)NC2=CN=C(S2)C#C (R)-1-(1-(4-(Benzo[d]thiazol-7-yl)phenyl)-2-hydroxyethyl)-3-(2-ethynylthiazol-5-yl)urea